NC1=NN(C=2CN(CCC21)C(=O)C2=CC=CC=C2)C(=O)C2CCNC1=CC=CC=C21 (3-amino-1-(1,2,3,4-tetrahydro-quinoline-4-carbonyl)-4,5-dihydro-1H-pyrazolo[3,4-c]pyridin-6(7H)-yl)(phenyl)-methanone